C12CN(CC(CC1)N2)C2=CC=C1C[C@H](COC1=C2)NC(=O)C2=CC=1[C@H]3[C@@H](CNC1N=C2)C3 (1aS,7bR)-N-((3R)-7-(3,8-diazabicyclo[3.2.1]octan-3-yl)chroman-3-yl)-1a,2,3,7b-tetrahydro-1H-cyclopropa[c][1,8]naphthyridine-6-carboxamide